(4-Bromo-1-methyl-1H-pyrazol-3-yl)-{(R)-4-[2-(4-fluoro-phenyl)-ethyl]-3-methyl-piperazin-1-yl}-methanone BrC=1C(=NN(C1)C)C(=O)N1C[C@H](N(CC1)CCC1=CC=C(C=C1)F)C